The molecule is an oxo fatty acyl-CoA that results from the formal condensation of the thiol group of coenzyme A with the carboxylic acid group of (9S,13S)-1a,1b-dinor-10,11-dihydro-12-oxo-15-phytoenoic acid. It is an oxo-fatty acyl-CoA and an unsaturated fatty acyl-CoA. It is a conjugate acid of a (9S,13S)-1a,1b-dinor-10,11-dihydro-12-oxo-15-phytoenoyl-CoA(4-). CC/C=C\\C[C@H]1[C@H](CCC1=O)CCCCCC(=O)SCCNC(=O)CCNC(=O)[C@@H](C(C)(C)COP(=O)(O)OP(=O)(O)OC[C@@H]2[C@H]([C@H]([C@@H](O2)N3C=NC4=C(N=CN=C43)N)O)OP(=O)(O)O)O